ClC1=C(C=C(C=C1OC)OC)C1=CC=2C(=NC(=NC2)NCC(C)(O)C)N2C1=NC=N2 1-((4-(2-chloro-3,5-dimethoxyphenyl)-[1,2,4]triazolo[1',5':1,6]pyrido[2,3-d]pyrimidin-8-yl)amino)-2-methylpropan-2-ol